FC=1C=C(C=C(C1)C(F)(F)F)S(=O)(=O)N1CC2(C1)CNC2 2-[3-fluoro-5-(trifluoromethyl)phenyl]sulfonyl-2,6-diazaspiro[3.3]heptane